ClC1=C(ON)C=CC(=C1)Cl N-[2,4-dichloro-phenoxy]amine